Ethyl 6,7-dihydro-5H-pyrazolo[1,5-a]thieno[3,2-c]azepine-9-carboxylate C=1C=NN2C1C1=C(CCC2)SC(=C1)C(=O)OCC